FC(C(C(F)(F)F)(O)C1=CC=C(C=C1)C1=C(C=C(C=C1)CC1(N(CCNC1)CC1=CC=NC=C1)C(=O)O)C)(F)F.N(=O)S=C1C=2NC=NC2N=C(N1)N S-nitrosothioguanine (4'-(1,1,1,3,3,3-hexafluoro-2-hydroxypropan-2-yl)-2-methyl-[1,1'-biphenyl-4-yl]methyl)-1-(pyridin-4-ylmethyl)piperazine-2-carboxylate